Methyl 4-((3-((4-chloro-3-(trifluoromethyl)phenyl)sulfonamido)-5-methylpyridin-2-yl)oxy)benzoate ClC1=C(C=C(C=C1)S(=O)(=O)NC=1C(=NC=C(C1)C)OC1=CC=C(C(=O)OC)C=C1)C(F)(F)F